OC(C(C(=O)N(C)OC)C)C(CC=CC=CC)C 3-hydroxy-N-methoxy-N,2,4-trimethyldeca-6,8-dienamide